(R)-4-(4-(4-(6-(2-(2,4-difluorophenyl)-1,1-difluoro-2-hydroxy-3-(1H-tetrazol-1-yl)propyl)pyridin-3-yl)-2-fluorophenyl)piperazin-1-yl)benzonitrile FC1=C(C=CC(=C1)F)[C@](C(F)(F)C1=CC=C(C=N1)C1=CC(=C(C=C1)N1CCN(CC1)C1=CC=C(C#N)C=C1)F)(CN1N=NN=C1)O